[Cr](=O)(=O)([O-])[O-].[Na+].[Na+] sodium monochromate